FC(C1CO1)(F)F 3,3,3-trifluoro-1,2-propylene oxide